C(C)(=O)N[C@@H](CCSC)C(=O)N[C@@H](CCC(O)=O)C(=O)N[C@@H](CC1=CNC=N1)C(=O)N[C@@H](CC1=CC=CC=C1)C(=O)N1[C@@H](CCC1)C(=O)NCC(=O)N1[C@@H](CCC1)C(=O)O N-acetyl-L-methionyl-L-α-glutamyl-L-histidyl-L-phenylalanyl-L-prolylglycyl-L-proline